OC1=C(C(=O)C2=CC=C(C=C2)OCCCCC)C=CC(=C1)O 2,4-dihydroxy-4'-n-pentyloxybenzophenone